2-(4-((5-(benzyloxy)-3-fluoro-2-(4-methoxy-2-methylphenyl)-1H-indol-1-yl)methyl)phenyl)ethan-1-amine C(C1=CC=CC=C1)OC=1C=C2C(=C(N(C2=CC1)CC1=CC=C(C=C1)CCN)C1=C(C=C(C=C1)OC)C)F